4-isopropyl-8-(2,3,5-trimethylphenyl)imidazo[1,5-a]Pyrimidine-3-carboxylic acid ethyl ester C(C)OC(=O)C=1C=NC=2N(C1C(C)C)C=NC2C2=C(C(=CC(=C2)C)C)C